3-(1-(3,4-difluorophenyl)-1H-pyrazol-4-yl)-5-fluorobenzyl-carbamic acid tert-butyl ester C(C)(C)(C)OC(NCC1=CC(=CC(=C1)F)C=1C=NN(C1)C1=CC(=C(C=C1)F)F)=O